OC1=CC=C(C=C1)\C(=C(/CC)\C1=CC=CC=C1)\C1=CC=C(C=C1)N1CCC(CC1)CN1CCC2(CN(C2)C=2C=C3CN(C(C3=CC2)=O)C2C(NC(CC2)=O)=O)CC1 (E)-3-(5-(7-((1-(4-(1-(4-hydroxyphenyl)-2-phenylbut-1-en-1-yl)phenyl)piperidin-4-yl)methyl)-2,7-diazaspiro[3.5]nonan-2-yl)-1-oxoisoindolin-2-yl)piperidine-2,6-dione